(3-(2-aminoquinazolin-6-yl)-2,4-difluorophenyl)-5-chloro-2-(trifluoromethyl)benzenesulfonamide NC1=NC2=CC=C(C=C2C=N1)C=1C(=C(C=CC1F)C=1C(=C(C=C(C1)Cl)S(=O)(=O)N)C(F)(F)F)F